ClC=1C=CC(=C2CN(C(C12)=O)C)CC1CC2(CN(C2)CCCC2=CC=3N(C=C2F)C=NN3)C1 7-chloro-4-((2-(3-(6-fluoro-[1,2,4]triazolo[4,3-a]pyridin-7-yl)propyl)-2-azaspiro[3.3]heptan-6-yl)methyl)-2-methylisoindolin-1-one